4-[5-fluoro-1-(4-fluorophenyl)-4-hydroxy-2-isopropyl-pyrrolo[2,3-c]pyridin-3-yl]benzoic acid FC=1C(=C2C(=CN1)N(C(=C2C2=CC=C(C(=O)O)C=C2)C(C)C)C2=CC=C(C=C2)F)O